cerium Chromium [Cr].[Ce]